3-(4-Bromophenyl)-7-(4-((2-(dimethylamino)ethyl)(methyl)amino)butoxy)-4H-chromen-4-one BrC1=CC=C(C=C1)C1=COC2=CC(=CC=C2C1=O)OCCCCN(C)CCN(C)C